C(C)(C)(C)OC(=O)NCC1=CC(=C(C=C1)C1=CC=C(C=C1)C=1C=C2C(=NNC2=CC1Cl)CCC(=O)OCC)O ethyl 3-(5-(4'-(((tert-butoxycarbonyl)amino)methyl)-2'-hydroxy-[1,1'-biphenyl]-4-yl)-6-chloro-1H-indazol-3-yl)propanoate